NCCCCCC(=O)NC1=C(C(=O)NC=2SC(=C(N2)C)C)C=CC=C1 2-(6-aminohexanamido)-N-(4,5-dimethylthiazol-2-yl)benzamide